OC(COC(C(CSCCC(=O)NN)C)=O)CO 2,3-dihydroxypropyl-3-((3-hydrazino-3-oxopropyl) thio)-2-methylpropionate